rac-(1S,2R,3R,5R)-3-(cyclopropylamino)-2-fluoro-8-azabicyclo[3.2.1]octane-8-carboxylic acid tert-butyl ester C(C)(C)(C)OC(=O)N1[C@@H]2[C@@H]([C@@H](C[C@H]1CC2)NC2CC2)F |r|